5-(trifluoromethoxy)-2-azabicyclo[2.2.1]heptane FC(OC1C2CNC(C1)C2)(F)F